1,2,4-trimethylolpyridinium C(O)[N+]1=C(C=C(C=C1)CO)CO